2-(4-(4-hydroxy-3-isopropylbenzyl)-3,5-dimethylphenoxy)-N-(2-hydroxypropyl)acetamide OC1=C(C=C(CC2=C(C=C(OCC(=O)NCC(C)O)C=C2C)C)C=C1)C(C)C